ethyl (3-methylundec-5-en-1-yl) oxalate C(C(=O)OCCC(CC=CCCCCC)C)(=O)OCC